N-(4-chlorobenzyl)-2-(5-(trifluoromethyl)-1,2,4-oxadiazol-3-yl)-4,7-dihydrothieno[2,3-c]pyridine-6(5H)-carboxamide ClC1=CC=C(CNC(=O)N2CC3=C(CC2)C=C(S3)C3=NOC(=N3)C(F)(F)F)C=C1